4-((4-aminophenyl)methyl)-3-naphthylbenzenamine NC1=CC=C(C=C1)CC1=C(C=C(C=C1)N)C1=CC=CC2=CC=CC=C12